CC(C(=O)N)C Methylpropaneamide